(R)-4-(3-fluoro-4-nitrophenyl)-2-methylpiperazine-1-carboxylic acid tert-butyl ester C(C)(C)(C)OC(=O)N1[C@@H](CN(CC1)C1=CC(=C(C=C1)[N+](=O)[O-])F)C